FC1=CC=C2CCC(N(C2=C1CC=O)C)=O 2-(7-fluoro-1-methyl-2-oxo-1,2,3,4-tetrahydroquinolin-8-yl)acetaldehyde